ClC1=C(C=CC=C1N1C(NC2=NC(=CN=C2C1=O)Cl)=O)NC(=O)C1=NN(C=C1)C N-(2-chloro-3-(7-chloro-2,4-dioxo-1,2-dihydropteridine-3(4H)-yl)phenyl)-1-methyl-1H-pyrazole-3-carboxamide